ClC1=CC2=C(C=N1)C(OC2(C(F)(F)F)C)=O 6-chloro-1-methyl-1-(trifluoromethyl)furo[3,4-c]pyridin-3(1H)-one